4-chloro-[1,1'-biphenyl]-4-carbaldehyde ClC1(CC=C(C=C1)C1=CC=CC=C1)C=O